(4,4-difluorobut-3-en-1-yl)benzene FC(=CCCC1=CC=CC=C1)F